BrC=1C=C2CCCC(C2=C(C1)F)=O 6-bromo-8-fluoro-3,4-dihydronaphthalene-1(2H)-one